2-((8-bromo-6-cyclopropylimidazo-[1,2-a]pyridin-2-yl)methyl)-4-chloropyrazolo[1,5-a]pyrazine BrC=1C=2N(C=C(C1)C1CC1)C=C(N2)CC2=NN1C(C(=NC=C1)Cl)=C2